2-chloro-5-((methylamino)methyl)-aniline ClC1=C(N)C=C(C=C1)CNC